FC1=C(C(=C(C(=C1[B-](C1=C(C(=C(C(=C1F)F)F)F)F)(C1=C(C(=C(C(=C1F)F)F)F)F)C1=C(C(=C(C(=C1F)F)F)F)F)F)F)F)F.C(CCCCCCCCCCCCC)[NH+](C)C tetradecyldi(methyl)ammonium tetrakis(Pentafluorophenyl)borate